C1(CCC1)C=1N(C(C2=C(NC3=CC=CN=C3C2=O)N1)=O)C1=NC=CC=C1 2-cyclobutyl-3-(pyridin-2-yl)pyrimido[4,5-b][1,5]naphthyridine-4,5(3H,10H)-dione